CNCCCCCCCCCCCC monomethyl-laurylamine